5-[[2-(cyclopropylsulfamoylamino)-3-fluoropyridin-4-yl]methyl]-2-(2-fluoro-4-iodoanilino)-1-methyl-6-oxopyridine-3-carboxamide C1(CC1)NS(=O)(=O)NC1=NC=CC(=C1F)CC1=CC(=C(N(C1=O)C)NC1=C(C=C(C=C1)I)F)C(=O)N